FC=1C(=NC=CC1)/C=C/S(=O)(=O)C1=CC=C(OCCCN2CCOCC2)C=C1 (E)-4-(3-(4-(2-(3-fluoropyridin-2-yl)vinylsulfonyl)phenoxy)propyl)morpholine